N-butyl-propylamine C(CCC)NCCC